methyl 3-acetyl-1-(2-((2-((3-chloro-2-fluorophenylmethyl) amino)-2-oxoethyl) (isopropyl) amino)-2-oxoethyl)-1H-indole-5-carboxylate C(C)(=O)C1=CN(C2=CC=C(C=C12)C(=O)OC)CC(=O)N(C(C)C)CC(=O)NCC1=C(C(=CC=C1)Cl)F